ethyl 4-[N-[2-[tert-butyl(dimethyl)silyl]oxyethyl]-S-[1-(2-trimethylsilylethoxymethyl)indazol-5-yl]sulfonimidoyl]-1,5-dimethyl-pyrrole-2-carboxylate [Si](C)(C)(C(C)(C)C)OCCN=S(=O)(C=1C=C2C=NN(C2=CC1)COCC[Si](C)(C)C)C=1C=C(N(C1C)C)C(=O)OCC